C1(=C(C=CC=C1)NC1=CC=C(C=C1)N)C N1-(tolyl)benzene-1,4-diamine